6-(1-[1-[1-(diphenylmethyl)-2,2-dimethylazetidin-3-yl]piperidin-4-yl]-5-methylpyrazol-4-yl)-4-methoxypyrazolo[1,5-a]pyridine-3-carbonitrile C1(=CC=CC=C1)C(N1C(C(C1)N1CCC(CC1)N1N=CC(=C1C)C=1C=C(C=2N(C1)N=CC2C#N)OC)(C)C)C2=CC=CC=C2